2-((6-amino-1-methyl-2-oxo-1,2-dihydroquinolin-4-yl)amino)-N-ethyl-2-methylpropanamide NC=1C=C2C(=CC(N(C2=CC1)C)=O)NC(C(=O)NCC)(C)C